6-chloro-N-{3-[2-(4-chloro-3-fluorophenoxy)acetamido]bicyclo[1.1.1]pentan-1-yl}-4-(4,4,4-trifluorobutanoyl)-3,4-dihydro-2H-1,4-benzoxazine-2-carboxamide ClC=1C=CC2=C(N(CC(O2)C(=O)NC23CC(C2)(C3)NC(COC3=CC(=C(C=C3)Cl)F)=O)C(CCC(F)(F)F)=O)C1